4H-furo[3,2-b]Pyrrole-5-carboxylic acid ethyl ester C(C)OC(=O)C1=CC2=C(N1)C=CO2